BrC1=CC=C(C=C1)C=1N=C2N(C=CC=C2)C1CN1CCN(CC1)C(=O)C1=NC(=CC=C1C)OC (4-{[2-(4-bromophenyl)imidazo[1,2-a]pyridin-3-yl]-methyl}piperazin-1-yl)(6-methoxy-3-methyl-pyridin-2-yl)methanone